3-((4-(6-(([2,3'-bipyridin]-5-ylmethyl)amino)-9-isopropyl-9H-purin-2-yl)pyridin-2-yl)amino)propan-1-ol N1=C(C=CC(=C1)CNC1=C2N=CN(C2=NC(=N1)C1=CC(=NC=C1)NCCCO)C(C)C)C=1C=NC=CC1